CC([N+](C)(C)CC1=CC=CC=C1)CCCCCCCCCCCC methyl-dodecyl-benzyl-trimethyl-ammonium